N-(4-(4-(4-methyloxazol-2-yl)phenyl)-5,6,7,8-tetrahydroisoquinolin-8-yl)propanamide CC=1N=C(OC1)C1=CC=C(C=C1)C1=CN=CC=2C(CCCC12)NC(CC)=O